Trans-4-(Boc-amino)cyclohexyl-formaldehyde C(=O)(OC(C)(C)C)N[C@@H]1CC[C@H](CC1)C=O